OCC1(CC=CC1)OCCO (66E)-2-((1-(hydroxymethyl)cyclopent-3-en-1-yl)oxy)ethanol